p-toluyl-butyramide C1(=CC=C(C=C1)C(C(=O)N)CC)C